(S)-2-((tert-Butoxycarbonyl)amino)-4-cyclohexylbutanoic acid C(C)(C)(C)OC(=O)N[C@H](C(=O)O)CCC1CCCCC1